2-(pyrrolidin-1-yl)propanamide N1(CCCC1)C(C(=O)N)C